12-((3-carboxypropionyl)oxy)dodecanoic acid C(=O)(O)CCC(=O)OCCCCCCCCCCCC(=O)O